(2S,3S)-3-fluoro-2-methylazetidine F[C@@H]1[C@@H](NC1)C